Diethyl (6-((5S,7S)-7-((1H-pyrazolo[3,4-c]pyridin-1-yl)methyl)-7-methyl-2-oxo-1-oxo-3-azaspiro[4.5]dec-3-yl)pyridin-3-yl)phosphonate N1(N=CC=2C1=CN=CC2)C[C@@]2(C[C@]1(CN(C(C1=O)=O)C1=CC=C(C=N1)P(OCC)(OCC)=O)CCC2)C